6-(4-amino-3-(methylamino)phenyl)-5-methyl-2,3-diphenylpyrazolo[1,5-a]pyrimidin-7(4H)-one NC1=C(C=C(C=C1)C1=C(NC=2N(C1=O)N=C(C2C2=CC=CC=C2)C2=CC=CC=C2)C)NC